C1(CC(C(CC1)C(C)C)C(=O)OC(CCC(=O)O)CCC)C 4-(menthylcarbonyloxy)heptanoic acid